diethyl-(4-sulfobutyl)ammonium bisulfate S([O-])(O)(=O)=O.C(C)[NH+](CCCCS(=O)(=O)O)CC